6-(2-nitro-1-propenyl)imidazo[1,2-a]Pyridine [N+](=O)([O-])C(=CC=1C=CC=2N(C1)C=CN2)C